P(=O)(OC)(OCCOCCCCCCCCCCCCCCCC)O methyl 2-hexadecyloxyethyl hydrogen phosphate